COC1=C(C=CC(=C1)S(N)(=O)=O)NCC#CC=1N(C2=CC=CC(=C2C1)NCC(=O)N)CC(F)(F)F 2-[(2-{3-[(2-methoxy-4-sulfamoylphenyl)amino]prop-1-yn-1-yl}-1-(2,2,2-trifluoroethyl)-1H-indol-4-yl)amino]acetamide